FC(S(=O)(=O)OC1=C(C=C2C=NC=NC2=C1)OC)(F)F 6-methoxyquinazolin-7-yl trifluoromethanesulfonate